CC=1C(=NNN1)C(=O)OCC ethyl 5-methyl-2H-1,2,3-triazole-4-formate